FC1(CN(CC=C1OS(=O)(=O)C(C(C(C(F)(F)F)(F)F)(F)F)(F)F)C(=O)OC(C)(C)C)F tert-butyl 3,3-difluoro-4-(1,1,2,2,3,3,4,4,4-nonafluorobutylsulfonyl oxy)-2,6-dihydropyridine-1-carboxylate